ClC1=CC=C2C(=NC(N(C2=C1)C=1C(=NC=CC1)C)=O)NCC#C 7-chloro-1-(2-methylpyridin-3-yl)-4-(prop-2-yn-1-ylamino)quinazolin-2(1H)-one